C(C1=CC=CC=C1)OC(=O)N1CCC(CC1)CN1[C@@H](CN(C[C@@H]1C)C1=NC=CC(=C1)C1=NNC2=CC=C(C=C12)N)C.C1(=CC=CC=C1)N1[NH2+]C(=NN1C1=CC=C(C=C1)C)C1=CC=CC=C1 2,5-diphenyl-3-(p-tolyl)tetrazolium benzyl-4-[[(2R,6S)-4-[4-(5-amino-1H-indazol-3-yl)-2-pyridyl]-2,6-dimethyl-piperazin-1-yl]methyl]piperidine-1-carboxylate